(1s,3s)-3-(4-(2-(4-((6-bromopyridin-3-yl)oxy)phenyl)propan-2-yl)phenoxy)cyclobutane BrC1=CC=C(C=N1)OC1=CC=C(C=C1)C(C)(C)C1=CC=C(OC2CCC2)C=C1